COCCCCOC(=O)C1=CCCC1 cyclopentene-1-carboxylic acid (4-methoxybutyl) ester